2-Hydroxyethyl-methylacrylat OCCC=C(C(=O)[O-])C